N[C@H](C(=O)OCC1=CC=CC=C1)C(C1=CC=CC=C1)C1=CC=CC=C1 benzyl (S)-2-amino-3,3-diphenylpropanoate